3-(cyanomethoxy)-N-methyl-4-{[3-(4-{[(1R,4R)-4-(dimethyl-amino)cyclohexyl]amino}-1-(2,2,2-trifluoro-ethyl)-1H-indol-2-yl)prop-2-yn-1-yl]amino}benzamide C(#N)COC=1C=C(C(=O)NC)C=CC1NCC#CC=1N(C2=CC=CC(=C2C1)NC1CCC(CC1)N(C)C)CC(F)(F)F